ethyl guaiacolate C1(=C(O)C(=CC=C1)C(=O)OCC)OC